Tert-butyl-[[5-(chloromethyl)-2-methyl-pyrazol-3-yl]methoxy]-diphenyl-silane C(C)(C)(C)[Si](C1=CC=CC=C1)(C1=CC=CC=C1)OCC=1N(N=C(C1)CCl)C